(S)-((1-(allyloxy)-4-(2-methyl-1,3-dioxolan-2-yl)butan-2-yl)oxy)(tert-butyl)dimethylsilane C(C=C)OC[C@H](CCC1(OCCO1)C)O[Si](C)(C)C(C)(C)C